4-(4-Bromo-2-cyclopropyl-1-methyl-1H-imidazol-5-yl)-1-methyl-1H-pyrazole BrC=1N=C(N(C1C=1C=NN(C1)C)C)C1CC1